N-((4,7-dimethoxybenzofuran-5-yl)methyl)-N-(4-fluorophenyl)-acrylamide COC1=C(C=C(C2=C1C=CO2)OC)CN(C(C=C)=O)C2=CC=C(C=C2)F